FC=1C(=NC(=C(C1N1CC2=CN=C(C=C2C2(C1=O)CC2)CNC(C=C)=O)F)OC)OC N-((2'-(3,5-difluoro-2,6-dimethoxypyridin-4-yl)-3'-oxo-2',3'-dihydro-1'H-spiro[cyclopropane-1,4'-[2,7]naphthyridin]-6'-yl)methyl)acrylamide